C1(=CC=CC=C1)SC=1C=CC2=C(NC=N2)C1 6-(phenylsulfanyl)-1H-benzoimidazole